6-amino-9-[(4-chlorophenyl)methyl]-2-sulfanyl-7H-purin-8-one NC1=C2NC(N(C2=NC(=N1)S)CC1=CC=C(C=C1)Cl)=O